methyl 5-bromo-2-(bromomethyl)-4-fluorobenzoate BrC=1C(=CC(=C(C(=O)OC)C1)CBr)F